5-chloro-4-(1,7-diazaspiro[4.4]nonan-7-yl)-2-(2-fluoro-4-pyridinyl)-1H-pyrimidin-6-one ClC1=C(N=C(NC1=O)C1=CC(=NC=C1)F)N1CC2(CCCN2)CC1